N1N=CC(=C1)CCN1C(N(C(C1(C)C)=O)C1=CC=C(C=C1)SC(F)(F)F)=O 1-(2-(1H-pyrazol-4-yl)ethyl)-5,5-dimethyl-3-(4-((trifluoromethyl)thio)phenyl)imidazolidine-2,4-dione